2-[7-(3-oxa-9-azabicyclo[3.3.1]non-6-en-7-yl)thieno[3,2-c]pyridazin-3-yl]-5-(1H-pyrazol-4-yl)phenol C12COCC(C=C(C1)C1=CSC3=C1N=NC(=C3)C3=C(C=C(C=C3)C=3C=NNC3)O)N2